tert-butyl (S)-4-((4-chlorophenyl)((4-(trifluoromethoxy)phenyl)sulfonamido)methyl)piperidine-1-carboxylate ClC1=CC=C(C=C1)[C@H](C1CCN(CC1)C(=O)OC(C)(C)C)NS(=O)(=O)C1=CC=C(C=C1)OC(F)(F)F